2-(2-methylsulfanyl-5-cyanopyrimidin-4-yl)-N-(2,6-dichlorophenyl)-1H-imidazol-1-amine CSC1=NC=C(C(=N1)C=1N(C=CN1)NC1=C(C=CC=C1Cl)Cl)C#N